3-(3-chloro-4-(trifluoromethoxy)phenyl)-5,5-dimethyl-1-((2-oxo-2,3-dihydro-1H-pyrrolo[2,3-b]pyridin-4-yl)methyl)imidazolidine-2,4-dione ClC=1C=C(C=CC1OC(F)(F)F)N1C(N(C(C1=O)(C)C)CC1=C2C(=NC=C1)NC(C2)=O)=O